COC1=C(C(=CC(=C1)C=1N(C2=C(C=NC=C2)N1)C)O)O 3-methoxy-5-(1-methyl-1H-imidazo[4,5-c]pyridin-2-yl)benzene-1,2-diol